(R)-N-((S)-1'-(5-bromo-4-cyano-7H-pyrrolo[2,3-d]pyrimidin-2-yl)-1,3-dihydrospiro[inden-2,4'-piperidin]-1-yl)-2-methylpropan-2-sulfinamide BrC1=CNC=2N=C(N=C(C21)C#N)N2CCC1(CC2)[C@@H](C2=CC=CC=C2C1)N[S@](=O)C(C)(C)C